1-(2-methylpropanoyloxy)ethyl 2,5-diamino-2-(difluoromethyl)pentanoate NC(C(=O)OC(C)OC(C(C)C)=O)(CCCN)C(F)F